(S)-N1-(4-fluorophenethyl)-N2-(7-(4-hydroxybut-1-yn-1-yl)-5-methyl-4-oxo-2,3,4,5-tetrahydrobenzo[b][1,4]oxazepin-3-yl)oxalamide FC1=CC=C(CCNC(C(=O)N[C@@H]2C(N(C3=C(OC2)C=CC(=C3)C#CCCO)C)=O)=O)C=C1